ethyl acetate (ACETYLACETATE) C(C)(=O)CC(=O)O.C(C)(=O)OCC